COC(=O)C=1N(C2=C(CN(CC2)C=2C=NN(C(C2Cl)=O)C2OCCN2)N1)CC1=C(C=CC=C1)C(F)(F)F 5-[5-Chloro-1-(oxazolidin-2-yl)-6-oxo-1,6-dihydropyridazin-4-yl]-1-[[2-(trifluoromethyl)phenyl]methyl]-1H,4H,5H,6H,7H-imidazo[4,5-c]pyridine-2-carboxylic acid methyl ester